FC(C(=O)NCCOCCOCCOC)(F)F 2,2,2-trifluoro-N-(2-(2-(2-methoxyethoxy)ethoxy)ethyl)acetamide